O1C(=CC=C1)C=1C=2N(C=C(N1)NC(C)=O)C=C(N2)C N-[8-(furan-2-yl)-2-methylimidazo[1,2-a]pyrazin-6-yl]acetamide